5-bromo-1,2,3,4-tetrahydro-1,4-methyleneisoquinoline BrC1=C2C3CNC(C2=CC=C1)C3